3,3'-(1,4-Phenylenedimethylene)-bis-(7,7-dimethyl-2-oxobicyclo-[2.2.1]-hept-1-yl-methanesulfonic acid) C1(=CC=C(C=C1)CC1C(C2(CCC1C2(C)C)CS(=O)(=O)O)=O)CC2C(C1(CCC2C1(C)C)CS(=O)(=O)O)=O